NC(CC(=O)O)C(NC(C(=O)OC)CCCC)=O 3-Amino-3-[(1-methoxy-1-oxohexan-2-yl)carbamoyl]propanoic acid